C1(=CC=C(C=C1)CN)CN 1,4-benzenedimethaneamine